2-(benzoylamino)-1-(3-phenylpropyl)-1H-benzimidazole-5-carboxylic acid, methyl ester C(C1=CC=CC=C1)(=O)NC1=NC2=C(N1CCCC1=CC=CC=C1)C=CC(=C2)C(=O)OC